7-cyclopropylimidazo[1,2-a]pyridine C1(CC1)C1=CC=2N(C=C1)C=CN2